OCC1C(C(C2C(O1)CC(O2)O)O)O 5-(hydroxymethyl)hexahydro-2H-furo[3,2-b]pyran-2,6,7-triol